3-(pyrimidin-2-yl)morpholine N1=C(N=CC=C1)C1NCCOC1